C(=O)(OC(C)(C)C)NC1CNCC1 3-(Boc-amino)pyrrolidine